NC1=C(C=C(C=N1)C=1C=C(C=CC1)CO)OC(C)C1=C(C(=CC=C1Cl)F)Cl (3-{6-amino-5-[1-(2,6-dichloro-3-fluoro-phenyl)-ethoxy]-pyridin-3-yl}-phenyl)-methanol